(E)-ethyl 3-(3-(4-chlorophenyl)-2-ethyl-7-fluoro-4-oxo-3,4-dihydroquinazolin-6-yl)acrylate ClC1=CC=C(C=C1)N1C(=NC2=CC(=C(C=C2C1=O)/C=C/C(=O)OCC)F)CC